CC(=CP(O)(O)=O)C.C(=C)P(OC)(OC)=O Dimethyl vinylphosphonate (Dimethyl vinylphosphonate)